C(CCC)C1=CC=C(C=C1)C=1C=C2CC([C@H](C2=CC1F)NC(O[C@@H]1CN2CCC1CC2)=O)(C)C (S)-quinuclidin-3-yl ((R)-5-(4-butylphenyl)-6-fluoro-2,2-dimethyl-2,3-dihydro-1H-inden-1-yl)carbamate